C(=C)C1=NC=CC(=C1)C1=NOC(=C1)C(C)N1C(C2=CC=CC=C2C1=O)=O 2-(1-(3-(2-vinylpyridin-4-yl)isoxazol-5-yl)ethyl)isoindoline-1,3-dione